NC/C(/CN1N=CN(C1=O)C1=NC=CC(=C1)C1=CC=2C(=NON2)C=C1)=C\F 2-[(2E)-2-(aminomethyl)-3-fluoroprop-2-en-1-yl]-4-[4-(2,1,3-benzoxadiazol-5-yl)pyridin-2-yl]-2,4-dihydro-3H-1,2,4-triazol-3-one